N-[(3-cyano-5-methoxyphenyl)-methyl]-6-(difluoromethoxy)-5-fluoropyridine-3-carboxamide C(#N)C=1C=C(C=C(C1)OC)CNC(=O)C=1C=NC(=C(C1)F)OC(F)F